FC(CN1NC(C=C1)=O)F 1-(2,2-difluoroethyl)-1H-pyrazolone